ethyl 2-[5-[[3-[5-(9-aminononyl)-3-pyridyl]benzoyl]amino]-2-oxo-1-pyridyl]acetate NCCCCCCCCCC=1C=C(C=NC1)C=1C=C(C(=O)NC=2C=CC(N(C2)CC(=O)OCC)=O)C=CC1